CC(C)(C)S(=O)(=O)/N=C(\C)/C1=CC2=C(SC3=C2C=C(C=C3)C#CC)C=C1 (R,E)-2-Methyl-N-(1-(8-(prop-1-yn-1-yl)dibenzo(b,d)thiophene-2-yl)ethylidene)propane-2-sulfonamide